3-(2-chloro-4-(trifluoromethyl)phenyl)-2-oxo-2,3-dihydrobenzothiazole ClC1=C(C=CC(=C1)C(F)(F)F)N1C(SC2=C1C=CC=C2)=O